N1=C(C=CC=C1)C(=O)[O-].FC1=C(C(=C(C=C1)C1=NC=CC=C1)C(F)(F)F)F.FC1=C(C(=C(C=C1)C1=NC=CC=C1)C(F)(F)F)F.[Ir+3].N1=C(C=CC=C1)C(=O)[O-].N1=C(C=CC=C1)C(=O)[O-] iridium(III) bis[(difluorotrifluoromethylphenyl)pyridine] (pyridinecarboxylate)